1,4-bis(triethoxysilylethyl)benzene C(C)O[Si](OCC)(OCC)CCC1=CC=C(C=C1)CC[Si](OCC)(OCC)OCC